CO[C@H]1[C@@H]([C@@H]([C@H]2O[C@@H]1CO2)O)O 1,6-anhydro-4-O-methyl-β-D-mannopyranose